(R)-2-hydroxy-N-((1R,2R)-2-(4-(8-methoxy-6-methyl-4-oxo-4,5-dihydrothieno[2,3-c]quinolin-9-yl)phenyl)cyclopentyl)-2-phenylacetamide O[C@@H](C(=O)N[C@H]1[C@H](CCC1)C1=CC=C(C=C1)C=1C=2C3=C(C(NC2C(=CC1OC)C)=O)SC=C3)C3=CC=CC=C3